P(=O)(OCCOCCOCC(F)(F)F)(OCCOCCOCC(F)(F)F)OCCOCCOCC(F)(F)F tris(2-(2-(2,2,2-trifluoroethoxy)ethoxy)ethyl) phosphate